C(C)(C)(C)OC(=O)N1CC(C2(CC1)COC1=C2C=CC(=C1C=O)C(=O)O)O 1'-(tert-butoxycarbonyl)-7-formyl-3'-hydroxy-2H-spiro[benzofuran-3,4'-piperidine]-6-carboxylic acid